4-chloro-N-methyl-5-(trifluoromethyl)pyrimidin-2-amine ClC1=NC(=NC=C1C(F)(F)F)NC